ClC=1C=C(C=CC1)C1=CC=C(O1)C(=O)O 5-(3-chlorophenyl)furan-2-carboxylic acid